C(C=CCCCCCCCCCCC([2H])([2H])[2H])(=O)O [14,14,14-2H3]tetradecenoic acid